NC1(CN(CC1)C(=O)OCC1=CC=CC=C1)C(=O)O 3-amino-1-((benzyloxy)carbonyl)pyrrolidine-3-carboxylic acid